tert-butyl 6-[4-[2-[2-ethoxy-1-[(6R)-6-fluoro-6,7-dihydro-5H-pyrrolo[1,2-c]imidazol-1-yl]-2-oxo-ethyl]-7-fluoro-3-oxo-isoindolin-5-yl]phenyl]-2,6-diazaspiro[3.3]heptane-2-carboxylate C(C)OC(C(C1=C2N(C=N1)C[C@@H](C2)F)N2CC1=C(C=C(C=C1C2=O)C2=CC=C(C=C2)N2CC1(CN(C1)C(=O)OC(C)(C)C)C2)F)=O